FC=1C=C2C(=C(NC2=CC1)C1=CC=C(C=C1)F)CCC(=O)O 3-[5-fluoro-2-(4-fluorophenyl)-1H-indol-3-yl]propanoic acid